FC(OC1=CC=C(C(=O)NCC2=C(C=CC3=C2N(C(=N3)C)C)OC)C=C1)F 4-(difluoromethoxy)-N-((6-methoxy-1,2-dimethyl-1H-benzimidazol-7-yl)methyl)benzamide